N-n-butyl-aminomethyl-triethoxysilane C(CCC)NC[Si](OCC)(OCC)OCC